C[C@H](CN1CC2(CS(C2)(=O)=O)CC1)CC1=CC=C(C=C1)C(C)(C)CC (S)-6-(2-methyl-3-(4-(tert-amyl)phenyl)propyl)-2-thia-6-azaspiro[3.4]octane 2,2-dioxide